7-[5-(trifluoromethyl)pyrimidin-2-yl]oxy-2-azaspiro[3.5]nonane-2-carboxylic acid tert-butyl ester C(C)(C)(C)OC(=O)N1CC2(C1)CCC(CC2)OC2=NC=C(C=N2)C(F)(F)F